NC=1C=C(C=C(C1)C(=O)OC)B(O)O (3-AMINO-5-METHOXYCARBONYLPHENYL)BORONIC ACID